2-chloro-4-(2-(methylthio)phenoxy)-7H-pyrrolo[2,3-d]pyrimidine ClC=1N=C(C2=C(N1)NC=C2)OC2=C(C=CC=C2)SC